2-[4-[1-[4-(2-carboxybutan-2-oxy)phenyl]cyclohexyl]phenoxy]-2-methylbutanoic acid C(=O)(O)C(C)(CC)OC1=CC=C(C=C1)C1(CCCCC1)C1=CC=C(OC(C(=O)O)(CC)C)C=C1